FC(C(C(C(C(C(C(C1=CC=C(N)C=C1)(F)F)(F)F)(F)F)(F)F)(F)F)(F)F)(C(F)(F)F)F 4-(heptadecafluorooctyl)aniline